(S)-(7,8-difluoro chroman-4-yl) methylcarbamate CNC(O[C@H]1CCOC2=C(C(=CC=C12)F)F)=O